3-[1-(3-aminopropyl)-indol-3-yl]-4-(1-methylindol-3-yl)-1H-pyrrole-2,5-dione NCCCN1C=C(C2=CC=CC=C12)C=1C(NC(C1C1=CN(C2=CC=CC=C12)C)=O)=O